CN(C(C=O)=O)C N,N-dimethyl-2-oxoacetamide